2-((4-(hydroxymethyl)cyclohexyl)methyl)isothiazolidine 1,1-dioxide OCC1CCC(CC1)CN1S(CCC1)(=O)=O